((2R,3S,4S,5R,6S)-3,4,5-tris(benzyloxy)-6-(((2S,3S,4R)-3,4-bis(benzyloxy)-2-((tert-butoxycarbonyl)amino)octadecyl)oxy)tetrahydro-2H-pyran-2-yl)methyl 3-phenylpropanoate C1(=CC=CC=C1)CCC(=O)OC[C@H]1O[C@@H]([C@@H]([C@H]([C@H]1OCC1=CC=CC=C1)OCC1=CC=CC=C1)OCC1=CC=CC=C1)OC[C@@H]([C@@H]([C@@H](CCCCCCCCCCCCCC)OCC1=CC=CC=C1)OCC1=CC=CC=C1)NC(=O)OC(C)(C)C